C(CCCC)(=O)ON(C=1C=C2CN(C(C2=CC1)=O)C1C(NC(CC1)=O)=O)C(C)(C)C tert-butyl-((2-(2,6-dioxopiperidin-3-yl)-1-oxoisoindolin-5-yl) amino) valerate